γ-aminopropyl-tris(2-methoxy-ethoxy)silane NCCC[Si](OCCOC)(OCCOC)OCCOC